(5-bromo-2-chlorophenyl)[4-[(3S)-tetrahydrofuran-3-oxy]phenyl]methanone BrC=1C=CC(=C(C1)C(=O)C1=CC=C(C=C1)O[C@@H]1COCC1)Cl